ClC=1C=CC(=C(C1)NC(=O)C=1N=CSC1)OCCOC N-(5-chloro-2-(2-methoxyethoxy)phenyl)thiazole-4-carboxamide